C(#C)C1(COC2OC(OC21)(C)C)O 6-ethynyl-2,2-dimethyltetrahydrofuro[2,3-d][1,3]dioxol-6-ol